C(=C\CCCCC)/C=1C=C(C=2[C@H]3[C@H](C(OC2C1)=C)CCC(=C3)C)O (6Ar,10aR)-3-[(E)-hept-1-enyl]-9-methyl-6-methylidene-6a,7,8,10a-tetrahydrobenzo[c]chromen-1-ol